2-(2,6-dichlorophenoxy)-1-(2-fluoro-4-(5-(trifluoromethyl)-1,2,4-oxadiazol-3-yl)phenyl)ethan-1-one ClC1=C(OCC(=O)C2=C(C=C(C=C2)C2=NOC(=N2)C(F)(F)F)F)C(=CC=C1)Cl